hydroxy-4-((isobutyl(pyridin-3-ylmethyl)amino)methyl)benzamide OC1=C(C(=O)N)C=CC(=C1)CN(CC=1C=NC=CC1)CC(C)C